CC1=CC=C(C=C1)S(=O)(=O)OC1=CC(=C(C(=C1)OCC=1N=NN(C1)S(=O)(=O)C1=CC=C(C)C=C1)C=O)OS(=O)(=O)C1=CC=C(C=C1)C 4-formyl-5-((1-tosyl-1H-1,2,3-triazol-4-yl)methoxy)-1,3-phenylene bis(4-methylbenzenesulfonate)